ClC=1C(=NC2=CC=CC=C2C1)O chloro-2-hydroxyquinoline